O[C@H]1[C@@H](CN(C[C@@H]1C)C1=C2C(=NC=C1[N+](=O)[O-])CCC2)NC(OC(C)(C)C)=O tert-butyl [(3R,4R,5S)-4-hydroxy-5-methyl-1-(3-nitro-6,7-dihydro-5H-cyclopenta[b]pyridin-4-yl)piperidin-3-yl]carbamate